(S)-1-((3aR,5S,6aR)-2,2-Dimethyltetrahydrofuro[2,3-d][1,3]dioxol-5-yl)ethyl acetate C(C)(=O)O[C@@H](C)[C@@H]1C[C@@H]2[C@@H](OC(O2)(C)C)O1